C(C)(C)(C)OC(=O)N1CC(C1)(F)C1=CC=C(C=C1)C#N 3-(4-cyanophenyl)-3-fluoroazetidine-1-carboxylic acid tert-butyl ester